(R)-3-((1-(2-(4-(1-acetylpiperidin-4-yl)-2-fluorophenyl)-3,6-dimethyl-4-oxo-3,4-dihydroquinazolin-8-yl)ethyl)amino)-6-chloro-N-(methylsulfonyl)picolinamide C(C)(=O)N1CCC(CC1)C1=CC(=C(C=C1)C1=NC2=C(C=C(C=C2C(N1C)=O)C)[C@@H](C)NC=1C(=NC(=CC1)Cl)C(=O)NS(=O)(=O)C)F